N-[4-(Methylpiperazine-4-ylsulfonyl)-2,6-dimethylphenyl]acetamide CN1CCN(CC1)S(=O)(=O)C1=CC(=C(C(=C1)C)NC(C)=O)C